1-ethylimidazole thiocyanate [S-]C#N.C(C)N1C=NC=C1